FC=1C(=NC=NC1)C=1C=C2C3(C(=NC2=C(C1)F)C)CCCC3 5-fluoro-4-(7'-fluoro-2'-methylspiro[cyclopentane-1,3'-indol]-5'-yl)pyrimidine